2-chloro-3-ethoxy-4-((4-ethylpiperazin-1-yl)methyl)-aniline ClC1=C(N)C=CC(=C1OCC)CN1CCN(CC1)CC